FC1=C(C=CC(=C1)F)N1C(CCCC1)C N-(2,4-difluorophenyl)-2-methylpiperidine